4-[[(2S,3S,4S,5S)-3-(3,4-Difluoro-2-methoxy-phenyl)-4,5-dimethyl-5-(trifluoromethyl)tetrahydrofuran-2-carbonyl]amino]-6-fluoro-pyridin-2-carboxamid FC=1C(=C(C=CC1F)[C@H]1[C@H](O[C@@]([C@H]1C)(C(F)(F)F)C)C(=O)NC1=CC(=NC(=C1)F)C(=O)N)OC